C12(C(CC(C1C2)C)=O)C(C)C Thujanon